C1(CCCCC1)CCC(=O)NC1=C(C=C(C=C1)NCC1=CC=C(C=C1)C(F)(F)F)N1CCCC1 3-cyclohexyl-N-(2-(pyrrolidin-1-yl)-4-((4-(trifluoromethyl)benzyl)amino)phenyl)propanamide